4-((2-carboxy-5-(4,4-dimethylcyclohexyl)-phenyl)carbamoyl)-6-hydroxyisophthalic acid C(=O)(O)C1=C(C=C(C=C1)C1CCC(CC1)(C)C)NC(=O)C1=C(C=C(C(=O)O)C(=C1)O)C(=O)O